tert-butyl 3-[3-[4-[4-amino-3-(4-phenoxyphenyl)pyrazolo[3,4-d]pyrimidin-1-yl]-1-piperidyl]azetidin-1-yl]azetidine-1-carboxylate NC1=C2C(=NC=N1)N(N=C2C2=CC=C(C=C2)OC2=CC=CC=C2)C2CCN(CC2)C2CN(C2)C2CN(C2)C(=O)OC(C)(C)C